1-((1S,4S)-5-(4-methoxyphenyl)-2,5-diazabicyclo[2.2.1]Heptan-2-yl)ethanone COC1=CC=C(C=C1)N1[C@@H]2CN([C@H](C1)C2)C(C)=O